4-[2-(cyclopropylmethoxy)ethyl-[4-(5,6,7,8-tetrahydro-1,8-naphthyridin-2-yl)butyl]amino]-2-[[3-(trifluoromethyl)pyridine-2-carbonyl]amino]butanoic acid C1(CC1)COCCN(CCC(C(=O)O)NC(=O)C1=NC=CC=C1C(F)(F)F)CCCCC1=NC=2NCCCC2C=C1